tert-butyl (2S)-2-(3-bromo-5-chloro-phenyl)piperazine-1-carboxylate BrC=1C=C(C=C(C1)Cl)[C@@H]1N(CCNC1)C(=O)OC(C)(C)C